ClC=1C=CC2=C(NC(=N2)[C@H]2N(CCC3=C2N=CN3)C(=O)C=3SC=NN3)C1 (S)-(4-(6-chloro-1H-benzo[d]imidazol-2-yl)-6,7-dihydro-1H-imidazo[4,5-c]pyridin-5(4H)-yl)(1,3,4-thiadiazol-2-yl)methanone